5-[7,7-difluoro-2-[(2S,3R)-3-hydroxy-2-methyl-azetidin-1-yl]-5,6-dihydrocyclopenta[d]pyrimidin-4-yl]-2-ethoxy-benzenesulfonamide FC1(CCC2=C1N=C(N=C2C=2C=CC(=C(C2)S(=O)(=O)N)OCC)N2[C@H]([C@@H](C2)O)C)F